ClC=1C=C(C(=O)NC2=C(C=NN2C)C(=O)NCC2=C(C=CC=C2)C(F)(F)F)C=C(C1OC)Cl 5-(3,5-dichloro-4-methoxybenzamido)-1-methyl-N-{[2-(trifluoromethyl)phenyl]methyl}-1H-pyrazole-4-carboxamide